C(C)N(CCNC(=O)OC(CCC(=O)O)CCCCCC)CC 4-(((2-(diethylamino)ethyl)carbamoyl)oxy)decanoic acid